N1=CC=CC2=CC(=CC=C12)B(O)O quinolin-6-ylboronic acid